ClC=1C=C(C=C(C1)OC(F)(F)F)C1CCC2(CN(C2)C(=O)C2CC(C2)(C)O)CC1 (7-(3-Chloro-5-(trifluoromethoxy)phenyl)-2-azaspiro[3.5]nonan-2-yl)((1s,3s)-3-hydroxy-3-methylcyclobutyl)methanon